N-(5-(((2S,4R)-4-((5-fluoro-6-methoxypyrimidin-4-yl)oxy)-2-methylpyrrolidin-1-yl)methyl)thiazol-2-yl)acetamide FC=1C(=NC=NC1OC)O[C@@H]1C[C@@H](N(C1)CC1=CN=C(S1)NC(C)=O)C